CN(CCCC(CCCCN(C)C)N(C)C)C N1,N1,N4,N4,N8,N8-hexamethyloctane-1,4,8-triamine